FC=1C(=C(C(=O)O)C=CC1F)C 3,4-difluoro-2-methylbenzoic acid